4-butyl-1,3-bis(2,4-difluorophenyl)-N-(2-methoxyethyl)-5-methyl-4,5-dihydro-1H-pyrazole-5-carboxamide C(CCC)C1C(=NN(C1(C(=O)NCCOC)C)C1=C(C=C(C=C1)F)F)C1=C(C=C(C=C1)F)F